O=C1CC(C1)C1=CC=C(C=C1)N1C(NC(CC1)=O)=O 1-(4-(3-oxocyclobutyl)phenyl)dihydropyrimidine-2,4(1H,3H)-dione